NC1=NC2=C(C=3N1N=C(N3)C=3OC=CC3)SC(N2CCN2CCN(CC2)C2=C(C=C(C=C2)C(=O)N2CCNCC2)F)=O 5-amino-3-(2-(4-(2-fluoro-4-(piperazine-1-carbonyl)phenyl)piperazin-1-yl)ethyl)-8-(furan-2-yl)thiazolo[5,4-e][1,2,4]triazolo[1,5-c]pyrimidin-2(3H)-one